[Si](C)(C)(C(C)(C)C)OC1C=2N(CC(C1)C(=O)O)N=CN2 8-((tert-butyldimethylsilyl)oxy)-5,6,7,8-tetrahydro-[1,2,4]triazolo[1,5-a]pyridine-6-carboxylic acid